methyl 2-amino-5-oxo-5H-thieno[3,2-b]pyran-6-carboxylate NC1=CC=2OC(C(=CC2S1)C(=O)OC)=O